4-Fluoro-N-(1-((3-fluoro-4-((6-hydroxy-7-methoxyquinolin-4-yl)oxy)phenyl)carbamoyl)cyclopropyl)benzamide FC1=CC=C(C(=O)NC2(CC2)C(NC2=CC(=C(C=C2)OC2=CC=NC3=CC(=C(C=C23)O)OC)F)=O)C=C1